C(C)(C)(C)OC(NC1=CC2=C(S1)C=CC(=C2Br)F)=O (4-bromo-5-fluorobenzo[b]thiophene-2-yl)carbamic acid tert-butyl ester